C[C@@H]1CN(C[C@H](O1)C)CC1=CC=C(C=C1)C=1C=C(C=2N=CN=C(C2N1)N[C@@H]1CNCCC1)C(=O)N 6-(4-[[(2R,6R)-2,6-dimethylmorpholin-4-yl]methyl]phenyl)-4-[(3S)-piperidin-3-ylamino]pyrido[3,2-d]pyrimidine-8-carboxamide